ClC1=NC=C(C(=C1)C1=C(C=NC(=C1)C)C(=O)NC=1SC2=C(N1)CN(C2)C(=O)C2CCC(CC2)O)OC 2'-chloro-N-(5-((1s,4s)-4-hydroxycyclohexane-1-carbonyl)-5,6-dihydro-4H-pyrrolo[3,4-d]thiazol-2-yl)-5'-methoxy-6-methyl-[4,4'-bipyridine]-3-carboxamide